FC1(CN(C1)C(=O)C=1C(=C(C(=CC1CCCCC)O)C1=C(C=CC(=C1)C)C(=C)C)O)F (3,3-difluoroazetidin-1-yl)(2,6-dihydroxy-5'-methyl-4-pentyl-2'-(prop-1-en-2-yl)-[1,1'-biphenyl]-3-yl)methanone